5-{[4-(3-(5-Methyl-2-phenyl-4-oxazolyl)-1-oxopropyl)-phenyl]-methyl}-thiazolidine-2,4-dione CC1=C(N=C(O1)C1=CC=CC=C1)CCC(=O)C1=CC=C(C=C1)CC1C(NC(S1)=O)=O